NC1=NC(=NC=C1)C=1C=NN(C1O)C 4-(4-aminopyrimidin-2-yl)-1-methyl-1H-pyrazol-5-ol